3-(5-ethyl-1,2,4-oxadiazol-3-yl)benzoic acid C(C)C1=NC(=NO1)C=1C=C(C(=O)O)C=CC1